5-methoxy-5-(4-ethylphenyl)-3,3-difluoropyrrolidin-2-one COC1(CC(C(N1)=O)(F)F)C1=CC=C(C=C1)CC